O=C1NCCCC1 (S)-2-oxopiperidin